hydroxy-cyclopropanecarboxamidine OC1(CC1)C(=N)N